ClC1=CC=C2C(=C(N(C2=C1F)C=1C=NN(C1)CCCCC#C)C1CC1)SC=1C(=C(C(=O)O)C=CC1)F 3-((6-chloro-2-cyclopropyl-7-fluoro-1-(1-(hex-5-yn-1-yl)-1H-pyrazol-4-yl)-1H-indol-3-yl)thio)-2-fluorobenzoic acid